Cl.CN(C)C[C@@H]1[C@H](C1)N (1s,2r)-2-((dimethylamino)methyl)cyclopropylamine hydrochloride